racemic-8,8-difluoro-6-hydroxy-6-(methoxymethyl)-2-(1H-pyrazol-4-yl)-6,7,8,9-tetrahydrothieno[2,3-c]quinolin-4(5H)-one FC1(CC=2C3=C(C(NC2[C@](C1)(COC)O)=O)SC(=C3)C=3C=NNC3)F |r|